(3-bromophenyl)-9-phenyl-9H-fluorene BrC=1C=C(C=CC1)C1=CC=CC=2C3=CC=CC=C3C(C12)C1=CC=CC=C1